BrC1=CC=C(C=C1)C[C@H](C(=O)OC(C)(C)C)[C@@H]1CN(CC1)C(=O)OC(C)(C)C tert-butyl (3R)-3-[(1S)-1-[(4-bromophenyl)methyl]-2-tert-butoxy-2-oxo-ethyl]pyrrolidine-1-carboxylate